(Dimethylamino)acetonitrile CN(C)CC#N